(E)-N-(5-Chloro-2-methylpyridin-3-yl)-3-(5-fluoro-1H-pyrazolo[3,4-b]pyridin-6-yl)acrylamide ClC=1C=C(C(=NC1)C)NC(\C=C\C1=C(C=C2C(=N1)NN=C2)F)=O